ClC1=C(C=C(C(=O)N2CC=3N=C(N(C(C3C[C@H]2C)=O)C2=CN=C(N2C)C(=O)OCC)N(C2=CC=CC=C2)C)C=C1)C(F)(F)F (R)-ethyl 5-(7-(4-chloro-3-(trifluoromethyl) benzoyl)-6-methyl-2-(methyl (phenyl) amino)-4-oxo-5,6,7,8-tetrahydropyrido[3,4-d]pyrimidin-3(4H)-yl)-1-methyl-1H-imidazole-2-carboxylate